tert.-butylphosphin C(C)(C)(C)P